N-[3-[3-amino-6-(2-hydroxyphenyl)pyridazin-4-yl]oxy-2-phenyl-propyl]-2-[4-[4-[(2,6-dioxo-3-piperidyl)oxy]phenyl]-1-piperidyl]acetamide NC=1N=NC(=CC1OCC(CNC(CN1CCC(CC1)C1=CC=C(C=C1)OC1C(NC(CC1)=O)=O)=O)C1=CC=CC=C1)C1=C(C=CC=C1)O